(2s,4s)-2-(4-(4-(2-hydroxypropan-2-yl)phenyl)piperidine-1-carbonyl)-7-oxa-5-azaspiro[3.4]octan-6-one OC(C)(C)C1=CC=C(C=C1)C1CCN(CC1)C(=O)C1CC2(C1)NC(OC2)=O